FC=1C=C2C(C(=CN(C2=NC1N1CC(C1)NC(=O)C1=NC(=CC=C1)OC)C1=NC=NS1)C(=O)O)=O 6-fluoro-7-[3-(6-methoxypyridine-2-amido)azetidin-1-yl]-4-oxo-1-(1,2,4-thiadiazol-5-yl)-1,4-dihydro-1,8-naphthyridine-3-carboxylic acid